N1(CCOCC1)CC(CC#C[Si](C)(C)C)O 1-(morpholin-4-yl)-5-(trimethylsilyl)pent-4-yn-2-ol